C(C)OP(=O)(OCC)COC1=CC=C(C=C1)C=1N(C(C(=CN1)NCCCCC=C)=O)CC(=O)O 2-(2-(4-((diethoxyphosphoryl)methoxy)phenyl)-5-(hex-5-en-1-ylamino)-6-oxopyrimidin-1(6H)-yl)acetic acid